6-(1-methylpiperidin-3-yl)pyridin-2-amine CN1CC(CCC1)C1=CC=CC(=N1)N